C(C)(C)OC=1C=CC(=NC1)C(NC(NC1=NC=C(C=C1N1C(CCC1)=O)C(F)(F)F)=S)=N 5-isopropoxy-N-((3-(2-oxopyrrolidin-1-yl)-5-(trifluoromethyl)pyridin-2-yl)carbamothioyl)picolinimidamide